BrC1=C2N=C3\C(\C(CCC3=CC2=CC=C1)(C)C)=N\C1=C(C=C(C=C1C)C)C (E)-5-bromo-N-mesityl-3,3-dimethyl-2,3-dihydroacridin-4(1H)-imine